Cl.N[C@H]1C=C(C[C@H]1C(F)F)C(=O)O (3S,4R)-3-amino-4-(difluoromethyl)cyclopent-1-ene-1-carboxylic acid hydrochloride